5-(4,6-dimethylpyrimidin-5-yl)-1H-pyrrole CC1=NC=NC(=C1C1=CC=CN1)C